ClC1=C(C=C2C=C(N=CC2=C1)NC(=O)[C@@H]1[C@H](C1)C(F)F)N1CCN(CC1)[C@@]1(COC[C@@H]1F)C (1S,2S)-N-[7-chloro-6-[4-((3R,4R)-4-fluoro-3-methyl-tetrahydrofuran-3-yl)piperazin-1-yl]-3-isoquinolyl]-2-(difluoromethyl)cyclopropanecarboxamide